C(C)OC(C(C(=O)[C@H]1N(C[C@@H](C1)F)C(=O)OC(C)(C)C)N1N=C2C=C(C=C(C2=C1)F)Br)=O tert-butyl (2S,4R)-2-(3-ethoxy-2-(4-fluoro-6-bromo-2H-indazol-2-yl)-3-oxopropanoyl)-4-fluoropyrrolidine-1-carboxylate